(E)-2H-benzotriazole N=1NN=C2C1C=CC=C2